COC[C@H]1N(CCOC1)C1=CC=C(C=C1)B1OC(C(O1)(C)C)(C)C (R)-3-(methoxymethyl)-4-(4-(4,4,5,5-tetramethyl-1,3,2-dioxaborolan-2-yl)phenyl)morpholine